CC1=CC=CC(=C1)C1=CC(=NO1)C 2-methyl-4-(3-methyl-1,2-oxazol-5-yl)benzene